ClC1=C(C=C(C=C1)C1=C(C(=NN1C)NC(OC1CC(C1)(F)F)=O)C1CCC1)F 3,3-difluorocyclobutyl (5-(4-chloro-3-fluorophenyl)-4-cyclobutyl-1-methyl-1H-pyrazol-3-yl)carbamate